(1S)-4-chloro-3-(trifluoromethyl)-2,3-dihydro-dispiro[indene-1,1'-cyclohexane-3',2''-[1,3]dioxolan]-3-ol ClC1=C2C(C[C@@]3(CC4(OCCO4)CCC3)C2=CC=C1)(O)C(F)(F)F